1-(piperidin-4-yl)propane-1,3-diol hydrochloride Cl.N1CCC(CC1)C(CCO)O